ClC=1C(=NC=CC1)OC[C@@H]1N(C[C@H](C1)C=1C=NC=CC1)C1=C(C=C2C(C(=CN(C2=C1)C=1C=NC(=CC1)N1CC(C1)N(C)C)C(=O)O)=O)F 7-[(2R,4R)-2-[[(3-chloropyridin-2-yl)oxy]methyl]-4-(pyridin-3-yl)pyrrolidin-1-yl]-1-[6-[3-(dimethyl-amino)azetidin-1-yl]pyridin-3-yl]-6-fluoro-4-oxoquinoline-3-carboxylic acid